C(C)OC=1C=C(N)C=CC1 3-ethoxyaniline